COC(C1=C(C(=C(C(=C1)OC)O)CC(=C)C)[N+](=O)[O-])=O 4-hydroxy-5-methoxy-3-(2-methylallyl)-2-nitrobenzoic acid methyl ester